N-(1-((1R,2S)-2-fluorocyclopropyl)-2-oxo-1,2-dihydropyridin-3-yl)-7-isopropoxy-2-((1S,4R)-1-methyl-2-oxabicyclo[2.2.1]heptan-4-yl)imidazo[1,2-a]pyrimidine-6-carboxamide F[C@@H]1[C@@H](C1)N1C(C(=CC=C1)NC(=O)C=1C(=NC=2N(C1)C=C(N2)[C@@]21CO[C@@](CC2)(C1)C)OC(C)C)=O